C(C)OC(=O)C1=NNC(C1)C(N(C)C1=C(C=C(C(=C1)Cl)F)F)=O 5-((5-chloro-2,4-difluorophenyl)(methyl)carbamoyl)-4,5-dihydro-1H-pyrazole-3-carboxylic acid ethyl ester